tert-butyl 4-(cyclopropanecarbonyl)-6,6-difluoro-1,4-diazepane-1-carboxylate C1(CC1)C(=O)N1CCN(CC(C1)(F)F)C(=O)OC(C)(C)C